6-{5-[2-(Tert-Butyldimethylsilanyl)ethynyl]-3-methylpyrazin-2-yl}-7-methyl-5-{4-[(4-methylpyridin-2-yl)oxy]phenyl}-7H-pyrrolo[2,3-d]pyrimidin-4-amine [Si](C)(C)(C(C)(C)C)C#CC=1N=C(C(=NC1)C1=C(C2=C(N=CN=C2N)N1C)C1=CC=C(C=C1)OC1=NC=CC(=C1)C)C